FC1C(CCC(C1)O)N1CCN(CC1)C(=O)OC(C)(C)C tert-butyl 4-[2-fluoro-4-hydroxycyclohexyl]piperazine-1-carboxylate